O[C@@H](C(=O)C1=CC=C(C=C1)OC)C1=CC=CC=C1 (2R)-2-hydroxy-1-(4-methoxyphenyl)-2-phenylethanone